C(C)(=O)N(N(C(=O)C1=CC=2C3=C(C(=NC2C=C1)N)C=NN3C)CC3=C(C=C(C=C3)C#CC3OCCC3)F)C N'-acetyl-4-amino-N-[[2-fluoro-4-(2-tetrahydrofuran-2-ylethynyl)phenyl]methyl]-N',1-dimethyl-pyrazolo[4,3-c]quinoline-8-carbohydrazide